FC1=CC(C(C=C1)C(C)C)C 4-fluoro-1-isopropyl-2-methyl-1H-benzene